BrC1=CC=C(C=C1)C1CC(C1)O 3cis-3-(4-Bromophenyl)cyclobutanol